FC=1C=2N(C=C(C1)C[C@@H]1CC[C@H](CC1)C(=O)N1OCC[C@H]1C=1N=C(SC1)C)C(=NN2)C trans-[4-(8-Fluoro-3-methyl-[1,2,4]triazolo[4,3-a]pyridin-6-ylmethyl)-cyclohexyl]-[(S)-3-(2-methyl-thiazol-4-yl)-isoxazolidin-2-yl]-methanone